(R)-2-methyl-N-[(1S)-1-[3-(2,2,2-trifluoroethoxy)phenyl]ethyl]propane-2-sulfinamide ethyl-7-chloro-5-(4,4,5,5-tetramethyl-1,3,2-dioxaborolan-2-yl)pyrrolo[1,2-c]pyrimidine-3-carboxylate C(C)OC(=O)C1=CC=2N(C=N1)C(=CC2B2OC(C(O2)(C)C)(C)C)Cl.CC(C)(C)[S@@](=O)N[C@@H](C)C2=CC(=CC=C2)OCC(F)(F)F